C(C)(C)OC([C@@H](C)N=P(=O)OC1=C(C=CC=C1)OC1=C(C(=C(C(=C1F)F)F)F)F)=O |r| racemic-2-[(2,3,4,5,6-pentafluoro-phenoxy)-phenoxy-phosphorylamino]propionic acid isopropyl ester